2-[4-[3-(2,4-dioxohexahydropyrimidin-1-yl)-5-fluoro-1-methyl-indazol-6-yl]phenyl]-N-[5-fluoro-7-hydroxy-6-(1,1,4-trioxo-1,2,5-thiadiazolidin-2-yl)-2-naphthyl]acetamide O=C1N(CCC(N1)=O)C1=NN(C2=CC(=C(C=C12)F)C1=CC=C(C=C1)CC(=O)NC1=CC2=CC(=C(C(=C2C=C1)F)N1S(NC(C1)=O)(=O)=O)O)C